OC1=C(C(=CC(=C1C(=O)N(C)C)CCCCC)O)C1=CC(=CC=C1)C 2,6-dihydroxy-N,N,3'-trimethyl-4-pentyl-[1,1'-biphenyl]-3-carboxamide